4-((1R,5S)-2,2-difluoro-5-((R)-1-((5-(4-fluoro-phenoxy)-pyrazin-2-yl)-amino)-1-oxo-propan-2-yl)-cyclohexyl)-pyridine 1-oxide FC1([C@H](C[C@H](CC1)[C@H](C(=O)NC1=NC=C(N=C1)OC1=CC=C(C=C1)F)C)C1=CC=[N+](C=C1)[O-])F